C(=O)(C(O)C(O)C(=O)O)OC(C1=CC(=CC=C1)O)C(C)N alpha-(1-aminoethyl)-3-hydroxybenzyl alcohol bitartrate